4-(tributylstannyl)pyridine C(CCC)[Sn](C1=CC=NC=C1)(CCCC)CCCC